C(C)OC(=O)C1=C(N=CS1)OC1=C(C=C(C=C1)N1N=CN(C1=O)CC1=C(C=CC=C1F)F)F.C1(CC2C(CC1)O2)CC[Si](OCC)(OCC)C (3,4-epoxycyclohexyl)ethyl-methyldiethoxysilane ethyl-4-(4-(4-(2,6-difluorobenzyl)-5-oxo-4,5-dihydro-1H-1,2,4-triazol-1-yl)-2-fluorophenoxy)thiazole-5-carboxylate